F[C@@H]1[C@H](CN(CC1)C(=O)OC(C)(C)C)NC(C1=C(C=C(C(=C1)[N+](=O)[O-])NC1CC12CC2)F)=O tert-butyl (3S,4S)-4-fluoro-3-(2-fluoro-5-nitro-4-(spiro[2.2]pentan-1-ylamino)benzamido)piperidine-1-carboxylate